2-(5-bromo-2-(4-(4-methylpiperazin-1-yl)piperidin-1-yl)benzeneyl)propan-2-ol BrC=1C=CC(=C(C1)C(C)(C)O)N1CCC(CC1)N1CCN(CC1)C